C(C)C1=NC(=NO1)CN1C(=NC2=C1C=C(C(=C2)F)F)N2C[C@H]([C@@H](CC2)F)N (3R,4R)-1-(1-((5-ethyl-1,2,4-oxadiazol-3-yl)methyl)-5,6-difluoro-1H-benzo[d]imidazol-2-yl)-4-fluoropiperidin-3-amine